9-(3-(9H-carbazol-8-yl)phenyl)-9H-carbazole-3-carbonitrile C1=CC=CC=2C3=CC=CC(=C3NC12)C=1C=C(C=CC1)N1C2=CC=CC=C2C=2C=C(C=CC12)C#N